ClC=1C=NN(C(C1Cl)=O)[C@H](C(=O)N(C1=CC(=C(C=C1)C)S(NCCC1=NC=CC=C1)(=O)=O)C)C (S)-2-(4,5-dichloro-6-oxopyridazin-1(6H)-yl)-N-methyl-N-(4-methyl-3-(N-(2-(pyridin-2-yl)ethyl)sulfamoyl)phenyl)propanamide